CC(C(=O)NC=1C(=NC=C(C1)C(F)(F)F)CN1CC2=C(C1)C=C(S2)C(=O)N2CCC(CC2)S(N)(=O)=O)(C)C 2,2-dimethyl-N-[2-[[2-(4-sulfamoylpiperidine-1-carbonyl)-4,6-dihydrothieno[2,3-c]pyrrol-5-yl]methyl]-5-(trifluoromethyl)pyridin-3-yl]propionamide